(8S,9S,10R,13S,14S,17R)-17-hydroxy-17-(2-hydroxyacetyl)-10,13-dimethyl-1,2,6,7,8,9,12,14,15,16-decahydrocyclopenta[a]phenanthrene-3,11-dione O[C@@]1(CC[C@H]2[C@@H]3CCC4=CC(CC[C@@]4([C@H]3C(C[C@]12C)=O)C)=O)C(CO)=O